BrC1=CC=2N=C(NC(C2S1)=O)[C@H]1N(CC(C1)N1CCCCC1)C(=O)OC(C)(C)C tert-butyl (2S)-2-(6-bromo-4-oxo-3,4-dihydrothieno[3,2-d]pyrimidin-2-yl)-4-piperidin-1-ylpyrrolidine-1-carboxylate